5-([1,2,4]triazolo[1,5-a]pyridin-7-yl)-6-methyl-2,3-dihydro-1H-inden-4-amine N=1C=NN2C1C=C(C=C2)C2=C(C=1CCCC1C=C2C)N